O1C(CCCC1)N1N=CC=CC1=O 2-(oxan-2-yl)-2,3-dihydropyridazin-3-one